C1(=CC=CC=C1)C1=NC(=NC2=CC=C(C=C12)C1=CC=CC=C1)N1C2=C(C=3C=CC4=C(C13)SC1=C4C=CC=C1)C(C1=CC=CC=C12)(C)C 12-(4,6-diphenylquinazolin-2-yl)-7,7-dimethyl-7,12-dihydrobenzo[4,5]thieno[3,2-g]indeno[1,2-b]indole